N-((4r,5s,7r,8r,9s,10r)-8,10-dihydroxy-7-(hydroxymethyl)-9-(4-(3,4,5-trifluorophenyl)-1H-1,2,3-triazol-1-yl)-1,6-dioxaspiro[4.5]dec-4-yl)imidazo[2,1-b]thiazole-5-carboxamide O[C@H]1[C@H](O[C@@]2([C@@H](CCO2)NC(=O)C2=CN=C3SC=CN32)[C@@H]([C@H]1N1N=NC(=C1)C1=CC(=C(C(=C1)F)F)F)O)CO